lanthanum-sulfide [S-2].[La+3].[S-2].[S-2].[La+3]